FC=1C=CC2=C(CCO2)C1CC1=NN=C2N1C(=NC=C2C=2C(=NC=CC2)C)N ((5-fluoro-2,3-dihydrobenzofuran-4-yl)methyl)-8-(2-methylpyridin-3-yl)-[1,2,4]triazolo[4,3-c]pyrimidin-5-amine